C[C@H]1CN(CCN1C=1C=CC=2N=CN=C(C2N1)NC1=CC(=C(C=C1)CC1=CC2=C(N(C=N2)C)C=C1)C)C(=O)OC(C)(C)C tert-butyl (S)-3-methyl-4-(4-((3-methyl-4-((1-methyl-1H-benzo[d]imidazol-5-yl)methyl)phenyl)amino) pyrido[3,2-d]pyrimidin-6-yl)piperazine-1-carboxylate